C(C1=CC=CC=C1)N(CCN(C(=O)C1=CC=2C(=C3C4(NC(NC3=C(C2)Cl)=O)CCCCC4)O1)C)C N-{2-[benzyl(methyl)amino]ethyl}-5'-chloro-N-methyl-7'-oxo-7',8'-dihydro-6'H-spiro[cyclohexane-1,9'-furo[2,3-f]quinazoline]-2'-carboxamide